1-[4-fluoro-2-(2,2,2-trifluoroethoxy)phenyl]-6-oxo-N-[6-(2,2,2-trifluoroethoxy)pyridin-3-yl]-1,6-dihydropyrimidine-5-carboxamide FC1=CC(=C(C=C1)N1C=NC=C(C1=O)C(=O)NC=1C=NC(=CC1)OCC(F)(F)F)OCC(F)(F)F